NC1=NC2=C(C=C(C=C2C=N1)C1=C(C=C(C=C1)OC1=NC=CC=C1)F)C1N(CCC1)C(C#CC)=O 1-(2-(2-amino-6-(2-fluoro-4-(pyridin-2-yloxy)phenyl)quinazolin-8-yl)pyrrolidin-1-yl)but-2-yn-1-one